C1(CCCCC1)[C@H](C)OC1=C(C(=O)NCCN(C)C)C=C(C(=C1)N1N=C2N(CCCC2)C1=O)F 2-[(1S)-1-cyclohexylethoxy]-N-[2-(dimethylamino)ethyl]-5-fluoro-4-(3-oxo-5,6,7,8-tetrahydro[1,2,4]triazolo[4,3-a]pyridin-2(3H)-yl)benzamide